CC1=CC=C(C=C1)[Se][Se]C1=CC=C(C=C1)C di-(4-methylphenyl) diselenide